C1(=CC=CC=C1)S(=O)(=O)N1C2C(C=3C=CC=CC13)(OCC2C(=O)OC(C)(C)C)C(F)(F)F tert-butyl 4-(benzenesulfonyl)-8b-(trifluoromethyl)-3,3a,4,8b-tetrahydro-2H-furo[3,2-b]indole-3-carboxylate